5-[2-Fluoro-6-hydroxy-4-[(6-methyl-1H-pyrimidin-2-yl)amino]phenyl]-1,1-dioxo-1,2,5-thiadiazolidin-3-one FC1=C(C(=CC(=C1)NC1NC(=CC=N1)C)O)N1CC(NS1(=O)=O)=O